(S)-2-amino-3-(2'-ethyl-4'-methoxy-[1,1'-biphenyl]-4-yl)propionic acid N[C@H](C(=O)O)CC1=CC=C(C=C1)C1=C(C=C(C=C1)OC)CC